(R)-1-(benzo[d][1,3]dioxol-5-yl)propan-2-ol O1COC2=C1C=CC(=C2)C[C@@H](C)O